NC1=C(C(=O)N(C)C)C=CC=C1Cl amino-3-chloro-N,N-dimethylbenzamide